3-amino-N-(2-{9-amino-1,4-dioxa-7-azaspiro[4.4]nonan-7-yl}-5,6,7,8-tetrahydroquinolin-6-yl)-4,6-dimethylthieno[2,3-b]pyridine-2-carboxamide NC1=C(SC2=NC(=CC(=C21)C)C)C(=O)NC2CC=1C=CC(=NC1CC2)N2CC1(OCCO1)C(C2)N